FC1=C(C(=CC=C1)F)C1=C(C=CC(=C1)C)[C@]1([C@@H](C1)C(=O)OCC)F ethyl (1S,2S)-2-(2',6'-difluoro-5-methyl[1,1'-biphenyl]-2-yl)-2-fluorocyclopropane-1-carboxylate